(2S)-2-[[(2S)-4-[5-[bis(2-chloroethyl)amino]-1-methyl-benzimidazol-2-yl]-2-[tert-butoxycarbonyl(methyl)amino]butanoyl]amino]-4-methyl-pentanoic acid ClCCN(C1=CC2=C(N(C(=N2)CC[C@@H](C(=O)N[C@H](C(=O)O)CC(C)C)N(C)C(=O)OC(C)(C)C)C)C=C1)CCCl